BrC=1N=CC(=NC1)NC(C(CCC)N1N=C(C(=C1)C1=CC=C(C=C1)OC)C(F)(F)F)=O 2-[4-(4-Methoxy-phenyl)-3-trifluoromethyl-pyrazol-1-yl]-pentanoic Acid (5-bromo-pyrazin-2-yl)-amide